(R)-(1-hydroxy-3,3-dimethylbutan-2-yl)carbamic acid tert-butyl ester C(C)(C)(C)OC(N[C@@H](CO)C(C)(C)C)=O